C(C)(C)(C)OC(=O)N1C(CC(CC1)(CS(=O)(=O)C)NS(=O)C(C)(C)C)C(C)(C)C 4-((Tert-butylsulfinyl)amino)tert-butyl-4-((methylsulfonyl)methyl)piperidine-1-carboxylic acid tert-butyl ester